N-(5-(5-(2-hydroxy-2-methylpropoxy)benzo[d]oxazol-2-yl)-8-(methylamino)-2,7-naphthyridin-3-yl)cyclopropanecarboxamide OC(COC=1C=CC2=C(N=C(O2)C2=C3C=C(N=CC3=C(N=C2)NC)NC(=O)C2CC2)C1)(C)C